tert-butyl N-[3-(7-bromo-2-methyl-benzimidazol-1-yl)-2-hydroxy-propyl]carbamate BrC1=CC=CC2=C1N(C(=N2)C)CC(CNC(OC(C)(C)C)=O)O